4-[(2-t-Butoxyphenyl)thio]benzophenone C(C)(C)(C)OC1=C(C=CC=C1)SC1=CC=C(C(=O)C2=CC=CC=C2)C=C1